C(C)OC1=NC(=NC=C1C(NC=1C=C(C=2N(C1)C=C(N2)C)F)=O)N2C[C@@H](CC2)N(C(OC(C)(C)C)=O)C tert-butyl N-[(3R)-1-[4-ethoxy-5-(8-fluoro-2-methylimidazo[1,2-a]pyridin-6-ylcarbamoyl)-pyrimidin-2-yl] pyrrolidin-3-yl]-N-methylcarbamate